Bromocyclooctane BrC1CCCCCCC1